3,4,4-trifluorobut-3-en-1-yl 2-(3-chloro-1H-indazol-1-yl)-2-methylpropanoate ClC1=NN(C2=CC=CC=C12)C(C(=O)OCCC(=C(F)F)F)(C)C